C(#N)C(C)(C)C1=CC=2N(C=C1)C(=CN2)C2=CC(=C(C(=O)N1CC(C1)C#N)C(=C2)OC)OC(F)F 1-[4-[7-(1-cyano-1-methyl-ethyl)imidazo[1,2-a]pyridin-3-yl]-2-(difluoromethoxy)-6-methoxy-benzoyl]azetidine-3-carbonitrile